CCCCCCCCCC(CCCCCCC\C=C/CCCCCCCC)N(CCS)C (Z)-2-(heptacos-18-en-10-yl(methyl)amino)ethane-1-thiol